FC1=C(OC=2N=NC(=CC2C(=O)NC2=CC(=CC=C2)S(=O)(=O)C)C(F)(F)F)C=CC(=C1)OCC(F)(F)F 3-(2-fluoro-4-(2,2,2-trifluoroethoxy)phenoxy)-N-(3-(methylsulfonyl)phenyl)-6-(trifluoromethyl)pyridazine-4-carboxamide